FC1(CN(CCC1)C[C@H](C(C)C)N(C(C1=CC(=C(C=C1)C)C)=O)C)F (S)-N-(1-(3,3-Difluoropiperidin-1-yl)-3-methylbutan-2-yl)-N,3,4-trimethylbenzamide